tert-butyl 7-((4-(methoxycarbonyl)-3-(methoxymethyl)-1H-pyrazol-1-yl) methyl)-3,4-dihydroisoquinoline-2(1H)-carboxylate COC(=O)C=1C(=NN(C1)CC1=CC=C2CCN(CC2=C1)C(=O)OC(C)(C)C)COC